3-((6-chloro-1H-pyrazolo[3,4-d]pyrimidin-1-yl)methyl)phenol ClC1=NC=C2C(=N1)N(N=C2)CC=2C=C(C=CC2)O